hydroxy-2,3-dihydro-1H-xanthene-4-carbaldehyde OC1CCC(=C2OC3=CC=CC=C3C=C12)C=O